N12CCC(CC1)(CC2)C2=NOC(=N2)C=2C(=CC(=NC2)NC2=CC1=C(C(OC1(C)C)=O)C=C2)N[C@H](CO)C2=CC=CC=C2 5-{[5-(3-{1-azabicyclo[2.2.2]octan-4-yl}-1,2,4-oxadiazol-5-yl)-4-{[(1S)-2-hydroxy-1-phenylethyl]amino}pyridin-2-yl]amino}-3,3-dimethyl-1,3-dihydro-2-benzofuran-1-one